ClC1=CC(=C(N=N1)C(=O)[O-])NC1=NC=C(C=C1)N1CCOCC1 6-chloro-4-((5-morpholinopyridin-2-yl)amino)pyridazine-3-carboxylate